3-CHLORO-5-HYDROXYPYRIDINE-2-BORONIC ACID ClC=1C(=NC=C(C1)O)B(O)O